BrC1=NN(C=C1CC=1N=C2N(C=C(C=C2)OC)C1)C 2-((3-bromo-1-methyl-1H-pyrazol-4-yl)methyl)-6-methoxyimidazo[1,2-a]pyridine